[2-(6-cyclopropyl-2-pyridyl)-4-(5-methyl-4H-1,2,4-triazol-3-yl)phenyl]-(4-fluoro-4-methyl-1-piperidyl)methanone C1(CC1)C1=CC=CC(=N1)C1=C(C=CC(=C1)C1=NN=C(N1)C)C(=O)N1CCC(CC1)(C)F